isopropyl sarcosinate N(C)CC(=O)OC(C)C